CS(=O)(=O)O[C@H]1CN([C@H](C1)C=1N=C2N(C=C(C=C2)C2CC2)C1)C1=NC=NC(=C1)NC(=O)[C@@H]1[C@H](C1)C1=CC(=CC=C1)Cl (3R,5R)-1-(6-((1S,2S)-2-(3-chlorophenyl)cyclopropane-1-carboxamido)pyrimidin-4-yl)-5-(6-cyclopropylimidazo[1,2-a]pyridin-2-yl)pyrrolidin-3-yl methanesulfonate